N-[3-(4-amino-7-methyl-7H-pyrrolo[2,3-d]pyrimidin-5-yl)-2-fluoro-phenyl]-4-chloro-2-fluoro-5-methoxy-benzenesulfonamide NC=1C2=C(N=CN1)N(C=C2C=2C(=C(C=CC2)NS(=O)(=O)C2=C(C=C(C(=C2)OC)Cl)F)F)C